C1(=CC=CC=C1)CC(=O)OC[C@H]1O[C@]([C@@H]([C@@H]1O)O)(C1=CC=C2C(=NC=NN21)NC(=O)N(CC)CC)C#N ((2R,3S,4R,5R)-5-cyano-5-(4-(3,3-diethylureido)pyrrolo[2,1-f][1,2,4]triazin-7-yl)-3,4-dihydroxytetrahydrofuran-2-yl)methyl 2-phenylacetate